COC=1C=C(C=CC1)C1=NN(C=C1)C1=CC(=NC(=N1)OCC1OCCC1)N1[C@H]2[C@@H](CC1)OCC2 (3aR,6aR)-4-(6-(3-(3-methoxyphenyl)-1H-pyrazol-1-yl)-2-((tetrahydrofuran-2-yl)methoxy)pyrimidin-4-yl)hexahydro-2H-furo[3,2-b]pyrrole